CC(CCCCCCCCCCCCCCC1C(=O)OC(C1)=O)CC 15-methylheptadecanyl-succinic anhydride